1-methyl-N-(2-methyl-1-(3-phenylbicyclo[1.1.1]pentan-1-yl)propyl)pyrrolidine-3-carboxamide CN1CC(CC1)C(=O)NC(C(C)C)C12CC(C1)(C2)C2=CC=CC=C2